ClC1=C(C=C(C=C1)OC[C@H](C)N(S(=O)(=O)C(F)(F)F)COC)CNC(CC)=O N-[[2-chloro-5-[(2S)-2-[methoxymethyl-(trifluoromethylsulfonyl)amino]propoxy]phenyl]methyl]propanamide